1-Methyl-4-phenylethynyl-benzene tert-butyl(cyclohexylmethyl)carbamate C(C)(C)(C)N(C(O)=O)CC1CCCCC1.CC1=CC=C(C=C1)C#CC1=CC=CC=C1